4-([1,1'-biphenyl]-4-yl)-6-phenyl-1,3,5-triazine C1(=CC=C(C=C1)C1=NC=NC(=N1)C1=CC=CC=C1)C1=CC=CC=C1